1-(4-aminobenzyl)3-(imidazolidin-2-ylidene)guanidine NC1=CC=C(CNC(=N)N=C2NCCN2)C=C1